(S)-1-[2-(Benzo[d]isoxazol-3-yl)phenyl]-2-(3-fluoropyridin-2-yl)ethan-1-amine O1N=C(C2=C1C=CC=C2)C2=C(C=CC=C2)[C@H](CC2=NC=CC=C2F)N